4-((4-(8-chloro-7-((2-methyl-1H-benzo[d]imidazol-6-yl)oxy)quinoxalin-2-yl)-1H-pyrazol-1-yl)methyl)tetrahydro-2H-thiopyran 1,1-dioxide ClC=1C(=CC=C2N=CC(=NC12)C=1C=NN(C1)CC1CCS(CC1)(=O)=O)OC=1C=CC2=C(NC(=N2)C)C1